5-(4,6-dimorpholino-1,3,5-triazin-2-yl)-N-isopropylbenzo[d]oxazol-2-amine O1CCN(CC1)C1=NC(=NC(=N1)N1CCOCC1)C=1C=CC2=C(N=C(O2)NC(C)C)C1